1,4,6-triaza-bicyclo[3.3.0]oct-4-ene N12CCN=C2NCC1